(R)-(8-(chloromethyl)-4-hydroxy-2-methyl-7,8-dihydro-6H-oxazolo[4,5-e]indol-6-yl)(5,6,7-trimethoxy-1H-indol-2-yl)methanone ClC[C@H]1CN(C2=CC(=C3C(=C12)N=C(O3)C)O)C(=O)C=3NC1=C(C(=C(C=C1C3)OC)OC)OC